(Z)-methyl hexadecenoate C(\C=C/CCCCCCCCCCCCC)(=O)OC